[H+].[H+].C1CCC(CC1)N2C=NC(=C2C3=NC(=NC=C3)N)C4=CC=C(C=C4)F The molecule is an ammonium ion resulting from the addition of two protons to the free base of PF-670462. It is a conjugate acid of a PF-670462 free base.